(E)-4-(2-(Anthracen-9-yl)vinyl)-2-fluoro-1-methylpyridin C1=CC=CC2=CC3=CC=CC=C3C(=C12)/C=C/C1=CC(N(C=C1)C)F